C(#N)C1=C(C=C(C=C1)CC(=O)OC)F methyl 2-(4-cyano-3-fluorophenyl)acetate